tert-butyl (2S,4R)-4-[tert-butyl(dimethyl)silyl]oxy-2-[5-iodo-4-(trifluoromethyl)-1H-imidazol-2-yl]pyrrolidine-1-carboxylate [Si](C)(C)(C(C)(C)C)O[C@@H]1C[C@H](N(C1)C(=O)OC(C)(C)C)C=1NC(=C(N1)C(F)(F)F)I